Ethyl ((R)-((2-aminoethyl)thio)(phenoxy)phosphoryl)-L-alaninate NCCS[P@](=O)(OC1=CC=CC=C1)N[C@@H](C)C(=O)OCC